FC1=C(C(=C(C(=C1OC(C(C)(C)SC(=S)CCCCCCCCCCCC)=O)F)F)F)F 2-(dodecylthiocarbonylthio)-2-methylpropionic acid pentafluorophenyl ester